(E)-4-(dimethylamino)-1-(3-(((6-(3-fluoro-4-hydroxyphenyl)-1H-indazol-4-yl)oxy)methyl)azetidin-1-yl)but-2-en-1-one CN(C/C=C/C(=O)N1CC(C1)COC1=C2C=NNC2=CC(=C1)C1=CC(=C(C=C1)O)F)C